FC(N1N=CC(=C1)C=1C=CC(=C(C1)O)C=1N=NC(=CC1)N(C)C1C[C@]2(CC[C@@](C1)(N2)C)C)F 5-(1-(difluoromethyl)-1H-pyrazol-4-yl)-2-(6-(((1R,3S,5S)-1,5-dimethyl-8-azabicyclo[3.2.1]octan-3-yl)(methyl)amino)pyridazin-3-yl)phenol